6-bromo-2,3-difluorobenzyl alcohol BrC1=CC=C(C(=C1CO)F)F